FC1=C(C=C(C=C1)OC(F)(F)F)C(C)N(C(C1=C(N=C(C=C1)C)OC)=O)C N-(1-(2-fluoro-5-(trifluoromethoxy)phenyl)ethyl)-2-methoxy-N,6-dimethylnicotinamide